O=C([C@H]([C@@H](C)OCC1CCOCC1)NC(OCC1=CC=C(C=C1)[N+](=O)[O-])=O)N1CCC2(CC2)CC1 4-Nitrobenzyl ((2S,3R)-1-oxo-1-(6-azaspiro[2.5]octan-6-yl)-3-((tetrahydro-2H-pyran-4-yl)methoxy)butan-2-yl)carbamate